ClC1=CC=C(C(=O)NNC(=O)[C@@H]2CC[C@H](CC2)CNC(OC(C)(C)C)=O)C=C1 trans-tert-butyl ((4-(2-(4-chlorobenzoyl)hydrazine-1-carbonyl)cyclohexyl)methyl)carbamate